1,3-bis(t-butylperoxypropyl)benzene C(C)(C)(C)OOCCCC1=CC(=CC=C1)CCCOOC(C)(C)C